6-[(4-methylenephenyl)methoxy]-9H-purin-2-amine C=C1CC=C(C=C1)COC1=C2N=CNC2=NC(=N1)N